CC=1C=2N(C=C(C1)C1=CC(=NN1COCC[Si](C)(C)C)C(=O)NC1CCN(CC1)C(=O)OC(C)(C)C)N=CN2 tert-butyl 4-(5-(8-methyl-[1,2,4]triazolo[1,5-a]pyridin-6-yl)-1-((2-(trimethylsilyl)ethoxy)methyl)-1H-pyrazole-3-carboxamido)piperidine-1-carboxylate